(R)-3-(1-((8-methyl-3-(2-oxa-6-azaspiro[3.3]heptan-6-yl)pyrido[2,3-d]pyridazin-5-yl)amino)ethyl)benzonitrile CC=1N=NC(=C2C1N=CC(=C2)N2CC1(COC1)C2)N[C@H](C)C=2C=C(C#N)C=CC2